methacryloyloxyethyl-octadecyl-dimethyl-ammonium bromide [Br-].C(C(=C)C)(=O)OCC[N+](C)(C)CCCCCCCCCCCCCCCCCC